O[C@@H]1C=2C=CC(=CC2CC[C@H]1[C@H]1N2C(C3=CC=CC=C13)=CN=C2)S(=O)(=O)N (5S,6S)-5-Hydroxy-6-((R)-5H-imidazo[5,1-a]isoindol-5-yl)-5,6,7,8-tetrahydronaphthalen-2-sulfonamid